C(C)(C)(C)OC(CCCCOC1=NOC(=C1)[C@H](C(=O)OC)C(C)C)=O |r| (±)-5-((5-(1-methoxy-3-methyl-1-oxobutan-2-yl)isoxazol-3-yl)oxy)pentanoic acid tert-butyl ester